COC(=O)C=1C=C(C2=C(N=C(O2)C2=NC(=CC(=C2)C2=C(C=C(C=C2)F)C2=NN=CN2C)C2CC2)C1)C(F)(F)F 2-{6-cyclopropyl-4-[4-fluoro-2-(4-methyl-1,2,4-triazol-3-yl)phenyl]Pyridin-2-yl}-7-(trifluoromethyl)-1,3-benzoxazole-5-carboxylic acid methyl ester